C1(CC1)C=1C=C(OC=2C(=CC=3N(C2)N=CC3)C(=O)O)C=CC1 6-(3-cyclopropylphenoxy)pyrazolo[1,5-a]pyridine-5-carboxylic acid